C(O)(=O)OC1=CC(OC(O)=O)=CC(OC(O)=O)=C1 Phloroglucinol-tri-carbonat